N(C(=O)C)C1=C(C=CC=C1)N1N=C(C=CC1=O)C(=O)N[C@H](C)C1=CC(=CC(=C1)C(F)(F)F)N (R)-1-(2-Acetaminophenyl)-N-(1-(3-amino-5-(trifluoromethyl)phenyl)ethyl)-6-oxo-1,6-dihydropyridazine-3-carboxamide